ClC1=CC=2C(N=C1C1=CC(=CC3=CC=CC=C13)O)=NSC2N2[C@H](CN(CC2)C(C=C)=O)C 1-((3S)-4-(5-chloro-6-(3-hydroxy-1-naphthalenyl)-[1,2]thiazolo-[3,4-b]pyridin-3-yl)-3-methyl-1-piperazinyl)-2-propen-1-one